N-(4-(1,1,1,3,3,3-hexafluoro-2-hydroxypropan-2-yl)phenyl)oxetane-3-carboxamide (2,2,6,6-tetramethylpiperidinyl)-nitrilotriacetate CC1(N(C(CCC1)(C)C)C(C(=O)O)N(CC(=O)O)CC(=O)O)C.FC(C(C(F)(F)F)(O)C1=CC=C(C=C1)NC(=O)C1COC1)(F)F